FC([C@@H](OC1=NN(C2=NN=C(C=C21)C=2C(NC(NC2)=O)=O)C)C2=NC=CC(=C2)COC(F)(F)F)F 5-[3-[(1S)-2,2-difluoro-1-[4-(trifluoromethoxymethyl)-2-pyridyl]ethoxy]-1-methyl-pyrazolo[3,4-c]pyridazin-5-yl]-1H-pyrimidine-2,4-dione